2-nitroso-5-(N-sulfopropylamino)phenol N(=O)C1=C(C=C(C=C1)NCCCS(=O)(=O)O)O